FC(CCCOC1=NSN=C1C=1CN(CCC1)C(F)(F)F)(CC)F 3-((4,4-difluorohexyl)oxy)-4-(1-(trifluoromethyl)-1,2,5,6-tetrahydropyridin-3-yl)-1,2,5-thiadiazole